N-(2-acetyl-4-(cyclopropylethynyl)-3,5-difluorophenyl)-5-cyano-2-(methylsulfonyl)benzamide C(C)(=O)C1=C(C=C(C(=C1F)C#CC1CC1)F)NC(C1=C(C=CC(=C1)C#N)S(=O)(=O)C)=O